C(C)OC(=O)[C@H]1[C@@H](C=C(C(=C1)C)C)C(=O)OCC trans-diethyl-4,5-dimethylcyclohex-3,5-diene-1,2-dicarboxylate